Ethyl-(1R,5S,6r)-3-thiabicyclo[3.1.0]hexane C(C)[C@@]12CSC[C@H]2C1